O=C([C@@H](O)[C@H](O)[C@H](O)CO)[O-] D-Arabinonat